CO\N=C/1\C(C=2C(=NC=NC2C2=C1C=C(C=C2)N(C2CCNCC2)C)N)(C)C (6Z)-6-methoxyimino-N8,5,5-trimethyl-N8-(4-piperidyl)benzo[h]quinazoline-4,8-diamine